(S)-benzyl (1-(4-chloropyridin-2-yl)but-3-en-1-yl)carbamate ClC1=CC(=NC=C1)[C@H](CC=C)NC(OCC1=CC=CC=C1)=O